N1=CC(=CC2=CC=CC=C12)C1=CC=C(C=C1)NC(C)=O N-(4-(quinolin-3-yl)phenyl)acetamide